3-([1,2,4]triazolo[1,5-a]pyridin-6-yl)-6-(3-hydroxyphenyl)-2-(6-methylpyridin-2-yl)-2H-pyrazolo[3,4-c]pyridin-7(6H)-one N=1C=NN2C1C=CC(=C2)C=2N(N=C1C(N(C=CC12)C1=CC(=CC=C1)O)=O)C1=NC(=CC=C1)C